N-benzyl-N-(2-bromo-5-methylphenyl)methacrylamide (S)-(1-oxo-1-((2-(4'-(trifluoromethoxy)-[1,1'-biphenyl]-4-yl)ethyl)amino)hex-2-yl)carbamate O=C([C@H](CCCC)NC(O)=O)NCCC1=CC=C(C=C1)C1=CC=C(C=C1)OC(F)(F)F.C(C1=CC=CC=C1)N(C(C(=C)C)=O)C1=C(C=CC(=C1)C)Br